3-(5-(2,2-Dimethoxy-7-azaspiro[3.5]nonan-7-yl)-3-methyl-2-oxo-2,3-dihydro-1H-benzo[d]imidazol-1-yl)piperidine-2,6-dione COC1(CC2(C1)CCN(CC2)C2=CC1=C(N(C(N1C)=O)C1C(NC(CC1)=O)=O)C=C2)OC